ClC1=C(C=CC=C1\C=C(\C=1N=CC=2CN(CCC2C1)C(C)C)/F)O (Z)-2-chloro-3-(2-fluoro-2-(7-isopropyl-5,6,7,8-tetrahydro-2,7-naphthyridine-3-yl)vinyl)phenol